3-(trimethoxysilyl)propyl chloride CO[Si](CCCCl)(OC)OC